[N+](=O)([O-])C=1C=C2NC=C(C[C@H](N)C(=O)O)C2=CC1 6-nitro-tryptophan